C1CC(=O)N(C1=O)OC(=O)C2=CC=CC=C2 benzoic acid N-succinimidyl ester